Isopropyl ((R)-ethoxy((2-(N-(2-methoxy-2-oxoethyl)cyanamido)ethyl)thio)phosphoryl)-L-alaninate C(C)O[P@@](=O)(SCCN(C#N)CC(=O)OC)N[C@@H](C)C(=O)OC(C)C